N-methyl-N'-aminopiperazine CN1CCN(CC1)N